(S)-3-(1-cyclopentyl-5-(2,6-dimethoxyphenyl)-1H-pyrazole-3-carboxamido)-5-(4-fluorophenyl)pentanoic acid C1(CCCC1)N1N=C(C=C1C1=C(C=CC=C1OC)OC)C(=O)N[C@H](CC(=O)O)CCC1=CC=C(C=C1)F